(S)-4-(4,4-difluoro-2-methylpyrrolidine-1-carbonyl)-N-(3-hydroxy-3-methylcyclobutyl)thiazole-2-carboxamide FC1(C[C@@H](N(C1)C(=O)C=1N=C(SC1)C(=O)NC1CC(C1)(C)O)C)F